C(CCCC1=CC=C(N=N1)NC(OCCCC)=O)C1=CC=C(N=N1)NC([O-])=O butyl (butane-1,4-diylbis(pyridazine-6,3-diyl))dicarbamate